C(C(O)CC(=O)[O-])(=O)[O-].C(C)(C)[NH2+]C1=NC(=NC=C1OC)C1=NC=CC=C1.C(C)(C)[NH2+]C1=NC(=NC=C1OC)C1=NC=CC=C1 Isopropyl-(5-methoxy-2-pyridin-2-yl-pyrimidin-4-yl)-ammonium malate